(E)-2-cyano-3-(4-hydroxy-3,5-diisopropylphenyl)acrylic acid C(#N)/C(/C(=O)O)=C\C1=CC(=C(C(=C1)C(C)C)O)C(C)C